C1NCC[C@]12CN(CCC2)C(=O)OC(C)(C)C tert-butyl (S)-2,7-diaza-7-spiro[4.5]decanecarboxylate